rac-4-(2-((3aR,5s,6aS)-5-(2-fluoro-3-methyl-phenoxy)hexahydro-cyclopenta[c]pyrrol-2(1H)-yl)-1-hydroxyethyl)phenol FC1=C(OC2C[C@@H]3[C@@H](CN(C3)CC(O)C3=CC=C(C=C3)O)C2)C=CC=C1C